ClC1=CC(=C(C=C1)C1(CC1)C(=O)NC=1C=CC(=C(C(=O)O)C1)C=1C=NN(C1)CC(C)C)F 5-({[1-(4-Chloro-2-fluorophenyl)cyclopropyl]carbonyl}amino)-2-(1-isobutyl-1H-pyrazol-4-yl)benzoic acid